benzyl 3-cyano-4-(2-fluorophenyl)-2-hydroxy-5,8-dihydro-1,7-naphthyridine-7(6H)-carboxylate C(#N)C=1C(=NC=2CN(CCC2C1C1=C(C=CC=C1)F)C(=O)OCC1=CC=CC=C1)O